BrC=1SC=2CN(CCC2N1)C=1C(=CC=2N(N1)C(=CC(N2)=O)C(F)(F)F)C 7-(2-bromo-6,7-dihydrothiazolo[5,4-c]pyridin-5(4H)-yl)-8-methyl-4-(trifluoromethyl)-2H-pyrimido[1,2-b]pyridazin-2-one